FC1=CC=C(C=C1)C=1N=CNC1C=1C=C2C=NNC2=CC1 5-(4-(4-Fluorophenyl)-1H-imidazol-5-yl)-1H-indazole